CN(CCC=1C(=C(C(=O)N)C=CC1N1CCNCC1)F)C (2-(dimethylamino)ethyl)-2-fluoro-4-(piperazin-1-yl)benzamide